CC(C(=N)N)(C)C 2,2-Dimethylpropanamidine